NC1=C(C=C(N=N1)C1=C(C=CC=C1)O)N1CC2CCC(C1)N2C2=NC(=NC=C2)Cl 2-(6-amino-5-(8-(2-chloropyrimidin-4-yl)-3,8-diazabicyclo[3.2.1]octan-3-yl)pyridazin-3-yl)phenol